OCC(CO)(CO)NCC(CP(OCC)(OCC)=O)CP(OCC)(OCC)=O tetraethyl (2-(((1,3-dihydroxy-2-(hydroxymethyl)propan-2-yl)amino)methyl)propane-1,3-diyl)bis(phosphonate)